S1C=NC2=C1C=CC(=C2)/C=C/C(C(=O)O)=O (E)-4-(benzo[d]thiazol-5-yl)-2-oxobut-3-enoic acid